N-hydroxy-3-((1-(2-methoxyethyl)-6-phenyl-5-(trifluoromethyl)-1H-benzo[d]imidazol-2-yl)amino)benzamide ONC(C1=CC(=CC=C1)NC1=NC2=C(N1CCOC)C=C(C(=C2)C(F)(F)F)C2=CC=CC=C2)=O